BrC=1C=C(C=C2C(N(C(C12)=O)C1C(NC(CC1)=O)=O)=O)COC1=CC=CC=C1 4-((7-Bromo-2-(2,6-dioxopiperidin-3-yl)-1,3-dioxoisoindolin-5-yl)methoxy)benzene